1-(5-bromo-4-methylpyridin-2-yl)propan-1-one BrC=1C(=CC(=NC1)C(CC)=O)C